C1(=O)OC(C2=CC=CC=C12)(CO)CO phthalidedimethanol